ClN(C(=O)NCl)C(C1=CC=CC=C1)=O N,N'-dichlorobenzoyl-urea